diallyldimethylammonium chloride maleate C(\C=C/C(=O)[O-])(=O)[O-].[Cl-].C(C=C)[N+](C)(C)CC=C.C(C=C)[N+](CC=C)(C)C.C(C=C)[N+](CC=C)(C)C